(±)-3-chloro-3-(3-(4-decylphenyl)-1,2,4-oxadiazol-5-yl)propan-1-amine hydrochloride Cl.Cl[C@H](CCN)C1=NC(=NO1)C1=CC=C(C=C1)CCCCCCCCCC |r|